BrC1=C(C(=C(C(=O)OC)C=C1)C=C)F Methyl 4-bromo-3-fluoro-2-vinylbenzoate